2-(2-chlorophenyl)-N-[3-sulfamoyl-4-(1,3-thiazol-4-yl)phenyl]acetamide tert-butyl-N-(2-{[4-(2,6-difluoro-4-nitrophenoxy)-6-methoxyquinolin-7-yl]oxy}ethyl)-N-methyl-carbamate C(C)(C)(C)OC(N(C)CCOC1=C(C=C2C(=CC=NC2=C1)OC1=C(C=C(C=C1F)[N+](=O)[O-])F)OC)=O.ClC1=C(C=CC=C1)CC(=O)NC1=CC(=C(C=C1)C=1N=CSC1)S(N)(=O)=O